N-(5-bromopyridin-2-yl)acrylamide BrC=1C=CC(=NC1)NC(C=C)=O